(S)-3-(7-bromo-1-oxo-3,4-dihydropyrrolo[1,2-a]pyrazin-2(1H)-yl)-3-(6-methoxypyridin-3-yl)propionic acid ethyl ester C(C)OC(C[C@@H](C=1C=NC(=CC1)OC)N1C(C=2N(CC1)C=C(C2)Br)=O)=O